Cl.C12(CC3CC(CC(C1)C3)C2)O adamantane-1-ol hydrochloride